N-(4-(4-Amino-1-(2,2,2-trifluoroethyl)-1H-pyrazolo[3,4-d]pyrimidin-3-yl)phenyl)-2-(5-Chloropyridin-2-yl)-6-isopropyl-3-oxo-2,3-dihydropyridazine-4-carboxamide NC1=C2C(=NC=N1)N(N=C2C2=CC=C(C=C2)NC(=O)C=2C(N(N=C(C2)C(C)C)C2=NC=C(C=C2)Cl)=O)CC(F)(F)F